(S)-(2-oxo-1-phenyl-2-((4-((phenylsulfonyl)carbamoyl)phenyl)amino)ethyl)carbamic acid tert-butyl ester C(C)(C)(C)OC(N[C@H](C(NC1=CC=C(C=C1)C(NS(=O)(=O)C1=CC=CC=C1)=O)=O)C1=CC=CC=C1)=O